2-(3-nitrophenyl)ethanol 1,6-dioxaspiro[4.5]decan-10-yl-picolinate O1CCCC12OCCCC2C=2C(=NC=CC2)C(=O)OCCC2=CC(=CC=C2)[N+](=O)[O-]